[C@H]12CC(C[C@H](CC1)N2)N(C2=CC=C(N=N2)C2=C(C=C(C=C2)C2=CC(N(C=C2)C)=O)O)C 4-(4-(6-(((1R,3S,5S)-8-azabicyclo[3.2.1]octan-3-yl)(methyl)amino)pyridazin-3-yl)-3-hydroxyphenyl)-1-methylpyridin-2(1H)-one